FC1=CC(=CC(=N1)C1=CC=C(ON2N=NC(=C2)C(=O)O)C=C1)C (4-(6-fluoro-4-methylpyridin-2-yl)phenoxy)-1H-1,2,3-triazole-4-carboxylic acid